CN([C@@H]1CC[C@H](CC1)C1(OC2=C(O1)C=CC(=C2C)C(=O)OC)C)C methyl 2-(trans-4-(dimethylamino) cyclohexyl)-2,4-dimethylbenzo[d][1,3]dioxole-5-carboxylate